3,6,9-trioxaundecane-1-amine C(COCCOCCOCC)N